(2S,3S,4R,5R)-5-(2-(5-chloropyridin-3-yl)-6-((5-methylpyridin-2-yl)methylamino)-9H-purin-9-yl)-3,4-dihydroxyl-N-(methyl-d3)-tetrahydrofuran-2-formamide ClC=1C=C(C=NC1)C1=NC(=C2N=CN(C2=N1)[C@H]1[C@@H]([C@@H]([C@H](O1)C(=O)NC([2H])([2H])[2H])O)O)NCC1=NC=C(C=C1)C